BrCC(=O)C1=CC=C(C=C1)NC(=O)C1CC1 N-[4-(bromoacetyl)phenyl]cyclopropanecarboxamide